(5-(3-(4-chloro-3,5-difluorobenzyl)-2-oxopyrrolidin-1-yl)-4-fluoro-3-(pyridazin-4-yl)-1H-pyrazol-1-yl)methyl dihydrogen phosphate P(=O)(OCN1N=C(C(=C1N1C(C(CC1)CC1=CC(=C(C(=C1)F)Cl)F)=O)F)C1=CN=NC=C1)(O)O